C(C1=CC=CC=C1)OC1=CC=C(C=C1)C=1C(C(=C(N(C1C)CC)C1=CC(=C(C=C1)Cl)Cl)C(=O)O)=O 5-(4-benzyloxyphenyl)-2-(3,4-dichlorophenyl)-1-ethyl-6-methyl-4-oxo-pyridine-3-carboxylic acid